C(CCCCCCCCCCCCCCCCC)[Sn]CCCCCCCCCCCCCCCCCC distearyl-tin